C(C)(C)(C)OC(=O)N(CC(C(=O)OC)C1=C(C=C(C=C1)F)OC)C Methyl 3-((tert-butoxycarbonyl)(methyl)amino)-2-(4-fluoro-2-methoxyphenyl)propionate